2-(ethyl-(methyl)amino)-1-(5-fluoro-1H-indol-3-yl)ethan-1-one C(C)N(CC(=O)C1=CNC2=CC=C(C=C12)F)C